Cl.C(C)OC(=O)C1=CC=C2C=CC=CN2C1 quinolizine-3-carboxylic acid ethyl ester hydrochloride